6-bromo-4-chloroquinolin-7-ol BrC=1C=C2C(=CC=NC2=CC1O)Cl